C1(CC1)NC1=NC(=C(C=C1)B1OC(C(O1)(C)C)(C)C)C N-Cyclopropyl-6-methyl-5-(4,4,5,5-tetramethyl-1,3,2-dioxaborolan-2-yl)pyridin-2-amine